C(CCC)C1=CNC=C1CCCC 3,4-dibutylpyrrole